5-(2-chloro-3-fluorophenyl)-7-fluoro-3-((1-(thiazol-2-yl)ethyl)amino)-4H-benzo[e][1,2,4]thiadiazine 1,1-dioxide ClC1=C(C=CC=C1F)C1=CC(=CC2=C1NC(=NS2(=O)=O)NC(C)C=2SC=CN2)F